(1,1-dimethylprop-2-ynyl)-4-[[2-[3-(trifluoromethyl)-1H-pyrazol-4-yl]acetyl]amino]pyridine-2-carboxamide CC(C#C)(C)C=1C(=NC=CC1NC(CC=1C(=NNC1)C(F)(F)F)=O)C(=O)N